BrC(CC1=CC=CC=C1)Br 2-dibromoethylbenzene